FC[C@@H]1CNCCC1 (S)-3-(fluoromethyl)piperidine